2-(8-bromoquinolin-6-yl)acetic acid BrC=1C=C(C=C2C=CC=NC12)CC(=O)O